C(C)(C)(C)OC(NCCNC1=C(C=NC2=C(C(=C(C=C12)Cl)Br)F)N)=O (2-((3-amino-7-bromo-6-chloro-8-fluoroquinolin-4-yl)amino)ethyl)carbamic acid tert-butyl ester